3-(6-(4-((1-(5-((2-amino-9-chloro-10-oxo-10H-chromeno[3,2-b]pyridin-3-yl)oxy)pyrimidin-2-yl)piperidin-4-yl)methyl)piperazin-1-yl)-1-oxoisoindolin-2-yl)piperidine-2,6-dione NC1=C(C=C2C(=N1)C(C=1C(=CC=CC1O2)Cl)=O)OC=2C=NC(=NC2)N2CCC(CC2)CN2CCN(CC2)C2=CC=C1CN(C(C1=C2)=O)C2C(NC(CC2)=O)=O